N-(2-(3-aminopyrrolidin-1-yl)ethyl)-4-((5-(3-(2-(pyridin-3-yl)ethyl)ureido)-2-(pyridin-4-yl)phenyl)ethynyl)benzamide NC1CN(CC1)CCNC(C1=CC=C(C=C1)C#CC1=C(C=CC(=C1)NC(=O)NCCC=1C=NC=CC1)C1=CC=NC=C1)=O